NC1=C(C=C(C=N1)NC(C(=O)N1[C@H](CC[C@@H](C1)C)C=1C=CC2=C(N=C(S2)C=2CCN(CC2C)C)C1)=O)CC N-(6-amino-5-ethylpyridin-3-yl)-2-((2R,5S)-2-(2-(1,5-dimethyl-1,2,3,6-tetrahydropyridin-4-yl)benzo[d]thiazol-5-yl)-5-methylpiperidin-1-yl)-2-oxoacetamide